1-(4-(dimethylamino)benzyl)-N-(4-hydroxybenzyl)-7-isobutyl-1,2,3,3a,7,7a-hexahydro-6H-3,6-methanopyrrolo[3,2-c]pyridine-6-carboxamide CN(C1=CC=C(CN2CC3C4C=NC(C(C42)CC(C)C)(C3)C(=O)NCC3=CC=C(C=C3)O)C=C1)C